N-(quinolin-8-yl)-3-cyclopentylpropionamide N1=CC=CC2=CC=CC(=C12)NC(CCC1CCCC1)=O